C1=NC=C(C2=CC=CC=C12)N1C(N(C[C@@H]1C#N)C=1NC=C(N1)C)=O |r| racemic-3-(isoquinolin-4-yl)-1-(4-methyl-1H-imidazol-2-yl)-2-oxoimidazoline-4-carbonitrile